C(C)C1(OCC2=C1N=C(N=C2)C(=O)N[C@@H]2C(N(C1=C(OC2)C=CC=C1)C)=O)C 7-ethyl-7-methyl-N-((S)-5-methyl-4-oxo-2,3,4,5-tetrahydrobenzo[b][1,4]oxazepin-3-yl)-5,7-dihydrofuro[3,4-d]pyrimidine-2-carboxamide